C(CC)N(CCC)CCC1=CC=CC=C1 N,N-dipropyl-phenethylamine